FC1=CC(=C(C=C1)C1=C2C=NN(C2=CC(=C1)C1CN(C1)CC1CCN(CC1)C(=O)C1(CC1)O)C)C(=O)N1[C@@H](COCC1)C 1-(4-{[3-(4-{4-fluoro-2-[(3R)-3-methylmorpholine-4-carbonyl]phenyl}-1-methyl-1H-indazol-6-yl)azetidin-1-yl]methyl}piperidine-1-carbonyl)cyclopropane-1-ol